2-methoxy-6-methyl-3-nitropyridin-4-amine COC1=NC(=CC(=C1[N+](=O)[O-])N)C